C1(=CC=CC=C1)C(C(=O)NC=1SC=CC1C(=O)NCC1=CC=C(C=C1)F)CC 2-(2-phenylbutyrylamino)-N-(4-fluorobenzyl)thiophene-3-carboxamide